FC(C=1C=C(C=NC1)NC(=O)C1(CC1)NC(OC(C)(C)C)=O)(F)F tert-butyl (1-((5-(trifluoromethyl)pyridin-3-yl)carbamoyl)cyclopropyl)carbamate